1-(5-(4-amino-6-(methylthio)nicotinoyl)-2-(4-cyclopropyl-2-hydroxyphenyl)-2,3,4,5,5a,6,8,9-octahydro-7H-1,2,5,7-tetraazabenzo[cd]azulen-7-yl)prop-2-en-1-one NC1=CC(=NC=C1C(=O)N1CCC=2N(N=C3CCN(CC1C23)C(C=C)=O)C2=C(C=C(C=C2)C2CC2)O)SC